COC=1C=C(C=CC1)CCC1=C(C=CC=C1)O 2-[2-(3-methoxy-phenyl)-ethyl]-phenol